C(C)(C)(C)S(=O)N[C@@H](C1=CC(=CS1)C(=N)NO)C1=CC=CC=C1 5-((1R)-((tert-butylsulfinyl)amino)(phenyl)methyl)-N-hydroxythiophene-3-carboxamidine